benzyl (2R,4S)-4-((tertbutyldimethylsilyl)oxy)-2-(6-(2-methylcyclopropyl)imidazo[1,2-a]pyridin-2-yl)pyrrolidine-1-carboxylate C(C)(C)(C)[Si](O[C@H]1C[C@@H](N(C1)C(=O)OCC1=CC=CC=C1)C=1N=C2N(C=C(C=C2)C2C(C2)C)C1)(C)C